4-((1s,3s)-3-(dimethylamino)cyclobutoxy)-3-methoxyaniline CN(C1CC(C1)OC1=C(C=C(N)C=C1)OC)C